(S)-N-(7-(3,3-dimethylbut-1-yn-1-yl)-5-methyl-4-oxo-2,3,4,5-tetrahydrobenzo[b][1,4]oxazepin-3-yl)-4-(4-fluorophenoxy)pyridineamide CC(C#CC1=CC2=C(OC[C@@H](C(N2C)=O)NC(=O)C2=NC=CC(=C2)OC2=CC=C(C=C2)F)C=C1)(C)C